3-[2-(1-{[3,5-bis(difluoromethyl)-1H-pyrazol-1-yl]acetyl}piperidin-4-yl)-1,3-thiazol-4-yl]-1,5-dihydro-2,4-benzodioxepin-6-yl methane-sulfonate CS(=O)(=O)OC1=CC=CC=2COC(OCC21)C=2N=C(SC2)C2CCN(CC2)C(CN2N=C(C=C2C(F)F)C(F)F)=O